CCCCCCCC/C=C\CCCCCCCC(=O)C([C@H](CO)O)O (2S)-1-oleoylglycerol